[K].COP(OC)(=O)CC1=CC=C(C=C1)C=C Dimethyl[(4-ethenylphenyl)methyl]phosphonat Kalium